CC1=C(C(=CC=C1)C)NC(=O)C1=NN(C(=C1)NC(C[C@H](C(=O)N[C@H]1C2=C(CN3N(C1=O)CCC3)C=CC=C2)C)=O)C (R)-N4-(3-((2,6-dimethylphenyl)carbamoyl)-1-methyl-1H-pyrazol-5-yl)-2-methyl-N1-((S)-11-oxo-2,3,10,11-tetrahydro-1H,5H-benzo[d]pyrazolo[1,2-a][1,2]diazepin-10-yl)succinamide